N-(4-(6-ethoxypyridin-3-yl)-3-(2H-tetrazol-5-yl)phenyl)-4-methylpiperidine-1-carboxamide C(C)OC1=CC=C(C=N1)C1=C(C=C(C=C1)NC(=O)N1CCC(CC1)C)C=1N=NNN1